1-acetyl-N-(2-amino-5-nitrophenyl)piperidine-4-carboxamide C(C)(=O)N1CCC(CC1)C(=O)NC1=C(C=CC(=C1)[N+](=O)[O-])N